Bocglycine C(=O)(OC(C)(C)C)NCC(=O)O